N(=[N+]=[N-])C1=C(N(C=C1C#N)C1=CC=C(C=C1)OC)C(=O)Cl 3-azido-4-cyano-1-(4-methoxyphenyl)-1H-pyrrole-2-carboxylic acid chloride